C[C@@H]1CC2=NN3C(C=4C(CCC3)=CON4)=C2CN1C(=O)OC(C)(C)C (10R)-tert-Butyl 10-methyl-5,6,9,10-tetrahydro-4H-isoxazolo[3,4-c]pyrido-[4',3':3,4]pyrazolo[1,5-a]azepine-11(12H)-carboxylate